CC1(N2CCOC3=C(SC(C(N1)=O)=C32)C3=NC=NC=C3)C 6,6-Dimethyl-2-(pyrimidin-4-yl)-4,5,6,7-tetrahydro-8H-3-oxa-1-thia-5a,7-diazaacenaphthylen-8-one